Cl.N[C@H]1[C@H](CCC1)O |r| rac-(1S,2R)-2-aminocyclopentan-1-ol hydrochloride